2-bromo-3,4-difluoro-benzonitrile BrC1=C(C#N)C=CC(=C1F)F